2-ethylhexyl salicylate methacrylate C(C(=C)C)(=O)O.C(C=1C(O)=CC=CC1)(=O)OCC(CCCC)CC